dioxoisoindolin O=C1NC(C2=CC=CC=C12)=O